C1=C(C=C(C=C1C(=O)O)C(=O)O)C#CC2=CC(=CC(=C2)C(=O)O)C(=O)O Diphenylethyne-3,3',5,5'-tetracarboxylic acid